1-(2,2-Difluoroethyl)-5-methyl-pyrazol-4-amine FC(CN1N=CC(=C1C)N)F